FC1=CC=C(CNS(=O)(=O)C=2C(=CC(=C(C2)O)O)C2=CC(=CC(=C2)C(F)(F)F)C(F)(F)F)C=C1 N-(4-fluorobenzyl)-4,5-dihydroxy-3',5'-bis(trifluoromethyl)-[1,1'-biphenyl]-2-sulfonamide